C(C1=CC=CC=C1)OC1=NN(C(=C1)I)C1=C(C=CC=C1)F 3-(benzyloxy)-1-(2-fluorophenyl)-5-iodo-1H-pyrazole